(1s,2s)-2-fluoro-N-(6-(7-methyl-1H-indazol-4-yl)benzo[d]thiazol-2-yl)cyclopropane-1-carboxamide F[C@@H]1[C@@H](C1)C(=O)NC=1SC2=C(N1)C=CC(=C2)C2=C1C=NNC1=C(C=C2)C